2-tert-butylanthraquinone C(C)(C)(C)C1=CC=2C(C3=CC=CC=C3C(C2C=C1)=O)=O